BrC1=C(C(=C(C=C1)I)Cl)F 1-bromo-3-chloro-2-fluoro-4-iodo-benzene